(E)-4-chloro-N-(4-(4-fluorostyryl)-5,8-dioxo-7-(pyrrolidin-1-yl)-5,8-dihydroquinolin-6-yl)butanamide ClCCCC(=O)NC=1C(C=2C(=CC=NC2C(C1N1CCCC1)=O)\C=C\C1=CC=C(C=C1)F)=O